OCN1N=C(C(=C1)[N+](=O)[O-])[N+](=O)[O-] 1-hydroxymethyl-3,4-dinitropyrazole